C1=NC(=C2C(=N1)N(C=N2)[C@H]3[C@@H]([C@@H]([C@H](O3)COP(=O)([O-])O[C@@H]4[C@@H]([C@H](O[C@H]4N5C=NC6=C(N=CN=C65)N)COP(=O)([O-])O[C@@H]7[C@@H]([C@H](O[C@H]7N8C=NC9=C(N=CN=C98)N)COP(=O)([O-])OP(=O)([O-])OP(=O)([O-])[O-])O)O)O)O)N The molecule is an oligonucleotide comprised of three adenosine residues linked 2'->5' and with a triphosphate group at the 5' terminus. It has a role as a protein synthesis inhibitor.